C1(=CC=CC=C1)C1N(OCC1)C(=O)OC(C)(C)C tert-butyl 3-phenylisooxazolidine-2-carboxylate